ClC1=CC=C(C=C1)C(C(N1C2=C(CC1)SC(=C2)C(F)(F)F)=O)NC=2C=C(OCCCC(=O)O)C=C(C2)OC 4-(3-((1-(4-chlorophenyl)-2-oxo-2-(2-(trifluoromethyl)-5,6-dihydro-4H-thieno[3,2-B]pyrrol-4-yl)ethyl)amino)-5-methoxyphenoxy)butyric acid